NNC(=S)NC1=C(C(=CC(=C1)C)CN1C[C@@H](N(CC1)C(=O)C1CCC1)C)C 1-amino-3-[3-[[(3S)-4-(cyclobutanecarbonyl)-3-methyl-piperazin-1-yl]methyl]-2,5-dimethyl-phenyl]thiourea